FC(C1=NC(=NC(=N1)C(F)(F)F)N1[C@H](C=2NC3=CC=C(C=C3C2CC1)Cl)C[C@@H](CC)O)(F)F (2R)-1-{(1S)-2-[4,6-bis(trifluoromethyl)-1,3,5-triazin-2-yl]-6-chloro-2,3,4,9-tetrahydro-1H-pyrido[3,4-b]indol-1-yl}butan-2-ol